3-ISOPROPYLBENZALDEHYDE C(C)(C)C=1C=C(C=O)C=CC1